Cl.NC1CCN(CC1)C1=CC=C2C(=NN(C2=C1)C)N1C(NC(CC1)=O)=O 1-[6-(4-Amino-1-piperidyl)-1-methyl-indazol-3-yl]hexahydropyrimidine-2,4-dione hydrochloride